5-methylhexahydrocyclopenta[c]pyrrole-2(1H)-carboxamide CC1CC2C(CN(C2)C(=O)N)C1